N1N=C(C=2C1=NC=CC2)C2CCN(CC2)C(=O)C2=C(C=C(C=C2)OC(F)(F)F)N (4-(1H-pyrazolo[3,4-b]pyridin-3-yl)piperidin-1-yl)(2-amino-4-(trifluoromethoxy)phenyl)methanone